2,4'-Ethylenebis(4,6'-di-t-butylphenol) C(CC1(CC=C(C(=C1)C(C)(C)C)O)C(C)(C)C)C1=C(C(=CC(=C1)C(C)(C)C)C(C)(C)C)O